N,N-dimethylpiperidin-4-aminium bromide [Br-].C[NH+](C1CCNCC1)C